4-fluoro-1-[2-(4-methylsulfonylpiperazin-1-yl)propyl]-5-[[2-[6-(2,2,2-trifluoroethyl)quinazolin-4-yl]-2,7-diazaspiro[3.5]nonan-7-yl]methyl]indole-2-carbonitrile FC1=C2C=C(N(C2=CC=C1CN1CCC2(CN(C2)C2=NC=NC3=CC=C(C=C23)CC(F)(F)F)CC1)CC(C)N1CCN(CC1)S(=O)(=O)C)C#N